(E)-4-(3,4-dichlorostyryl)-2-(((furan-2-ylmethyl)amino)methyl)phenol ClC=1C=C(/C=C/C2=CC(=C(C=C2)O)CNCC=2OC=CC2)C=CC1Cl